C1(CCCCC1)NC1=C(C=CC=C1)NC1CCCCC1 N,N'-dicyclohexylphenylenediamine